BrC=1C=C(C=CC1)NN (3-bromophenyl)hydrazine